1-(5-(4-(4-aminopiperidin-1-yl)-4-oxobutoxy)-2-methoxyphenyl)dihydropyrimidine-2,4(1h,3h)-dione NC1CCN(CC1)C(CCCOC=1C=CC(=C(C1)N1C(NC(CC1)=O)=O)OC)=O